ClC=1C(=C(C(=CC1)OC)C1=C(C=NC(=C1)C)C(=O)NC1=NN=C(S1)C(=O)[O-])F 5-[4-(3-chloro-2-fluoro-6-methoxyphenyl)-6-methylpyridine-3-amido]-1,3,4-thiadiazole-2-carboxylate